7-fluoro-2-methyl-5-[5-(4-methylpiperazin-1-yl)thieno[2,3-d][1,3]thiazol-2-yl]indazole FC1=CC(=CC2=CN(N=C12)C)C=1SC2=C(N1)SC(=C2)N2CCN(CC2)C